CC([O-])C.[Cu+2].C1(=CC=CC=C1)P(C1=CC=CC=C1)C1=CC=CC=C1.C1(=CC=CC=C1)P(C1=CC=CC=C1)C1=CC=CC=C1.CC([O-])C bis(triphenylphosphine) copper (II) isopropoxide